1-(2-Chlorophenyl)-7-cyclopropyl-4-(methylamino)pyrido[2,3-d]pyrimidin-2(1H)-one ClC1=C(C=CC=C1)N1C(N=C(C2=C1N=C(C=C2)C2CC2)NC)=O